1-(3-((1-(Cyclopropanesulfonamido)-2-methyl-1-oxopropan-2-yl)oxy)phenyl)-N-cyclopropyl-N-(4-(thiophen-2-yl)benzyl)piperidine-3-carboxamide C1(CC1)S(=O)(=O)NC(C(C)(C)OC=1C=C(C=CC1)N1CC(CCC1)C(=O)N(CC1=CC=C(C=C1)C=1SC=CC1)C1CC1)=O